FC=1C=C(C=2N(C1)C=C(N2)C(=O)N[C@@H]2CC[C@@H](CC2)CO)C2=C(C=CC=C2)OCC(F)(F)F 6-fluoro-N-(cis-4-(hydroxymethyl)cyclohexyl)-8-(2-(2,2,2-trifluoroethoxy)phenyl)imidazo[1,2-a]pyridine-2-carboxamide